C1(CCCCC1)C1(C=2C(=NC(=N1)NC1=C(C=C(C=C1)N1CCOCC1)OC)NNC2C2=NN(C=C2)C)N 4-cyclohexyl-N6-(2-methoxy-4-morpholinophenyl)-3-(1-methyl-1H-pyrazol-3-yl)-1H-pyrazolo[3,4-d]pyrimidine-4,6-diamine